methyl (S)-2-(3-(3-(tert-butoxy)-1-((tert-butyldimethylsilyl) oxy)-3-oxopropyl)-5-methyl-4H-1,2,4-triazol-4-yl)-5-methylthiophene-3-carboxylate C(C)(C)(C)OC(C[C@H](O[Si](C)(C)C(C)(C)C)C1=NN=C(N1C=1SC(=CC1C(=O)OC)C)C)=O